dodeca-4,8,11-triene CCCC=CCCC=CCC=C